3-methyl-5-phenyl-N-(4-(trifluoromethyl)phenyl)pentanamide CC(CC(=O)NC1=CC=C(C=C1)C(F)(F)F)CCC1=CC=CC=C1